C[C@H]1OCCC(C1)=NNC(=O)OC(C)(C)C |r| (±)-tert-butyl 2-(2-methyloxan-4-ylidene)hydrazine-1-carboxylate